C(C)(C)(C)OC(N[C@@H]1C[C@@H](C1)C1=C(C=CC(=C1)C)C#N)=O ((cis)-3-(2-cyano-5-methylphenyl)cyclobutyl)carbamic acid tert-butyl ester